2-(4-(3-isopropyl-2-(8-methylquinoxalin-6-yl)-1H-indol-5-yl)piperidin-1-yl)-N-methylacetamide C(C)(C)C1=C(NC2=CC=C(C=C12)C1CCN(CC1)CC(=O)NC)C=1C=C2N=CC=NC2=C(C1)C